C1(CC1)C(=O)N1CCN(CC1)C(=O)C1(CNC1)F cyclopropyl-[4-(3-fluoroazetidine-3-carbonyl)piperazin-1-yl]methanone